4-fluoro-1,3-bis(trimethylsilyl)-imidazole-2-thione FC=1N(C(N(C1)[Si](C)(C)C)=S)[Si](C)(C)C